N[C@@H]1[C@@H](OCC12CCN(CC2)C=2N=CC(=NC2CO)SC2=C(C(=NC=C2)N2CC(CC2)CC#N)Cl)C 2-(1-(4-(5-((3S,4S)-4-amino-3-methyl-2-oxa-8-azaspiro[4.5]decan-8-yl)-6-(hydroxymethyl)pyrazin-2-ylthio)-3-chloropyridin-2-yl)pyrrolidin-3-yl)acetonitrile